BrC1=CC(=CC2=C1N=C(O2)C)Cl 4-BROMO-6-CHLORO-2-METHYL-1,3-BENZOXAZOLE